(1-(6-(4-(methylthio)phenyl)-1H-imidazo[4,5-b]pyrazin-1-yl)ethyl)quinoline CSC1=CC=C(C=C1)C1=CN=C2C(=N1)N(C=N2)C(C)C2=NC1=CC=CC=C1C=C2